N1=C(C=CC=C1)C(C#C)O pyridinylpropargyl alcohol